6-((Z)-2-(3-((4aS,7aR)-2-amino-6-(5-fluoropyrimidin-2-yl)-4,4a,5,6,7,7a-hexahydropyrrolo[3,4-d][1,3]thiazin-7a-yl)-4-fluorophenyl)-1-fluorovinyl)nicotinonitrile NC=1SC[C@@H]2[C@](N1)(CN(C2)C2=NC=C(C=N2)F)C=2C=C(C=CC2F)\C=C(/F)\C2=NC=C(C#N)C=C2